CN1N=CN=C1C1CC=C(C1)C1=C2C=C(N=CC2=C(N=C1)NC)NC(=O)C1CC1 N-(5-(4-(1-methyl-1H-1,2,4-triazol-5-yl)cyclopent-1-en-1-yl)-8-(methylamino)-2,7-naphthyridin-3-yl)cyclopropanecarboxamide